C(C)(C)(C)OC([O-])=O t-butylcarbonate